3-bromo-5-(3-ethyl-6-(trifluoromethyl)imidazo[1,2-a]pyrimidine-2-carbonyl)-2-hydroxybenzonitrile BrC=1C(=C(C#N)C=C(C1)C(=O)C=1N=C2N(C=C(C=N2)C(F)(F)F)C1CC)O